Cl.FC(C=1C(=C(C=CC1)[C@@H](C)NC(=O)C1=CN(C(C=C1)=O)C1(CC1)C(F)F)F)F N-((R)-1-(3-(difluoromethyl)-2-fluorophenyl)ethyl)-1-(1-(difluoromethyl)cyclopropyl)-6-oxo-1,6-dihydropyridine-3-carboxamide hydrochloride